N,N-dimethyl-1-(4-(1-isopropyl-3-methylimidazo[1,5-a]quinoxalin-8-yl)-2-(trifluoromethyl)phenyl)piperidin-4-amine CN(C1CCN(CC1)C1=C(C=C(C=C1)C1=CC=C2N=CC=3N(C2=C1)C(=NC3C)C(C)C)C(F)(F)F)C